C(\C=C/C(=O)O)(=O)O.N1(CCC1)C=1C2=C(N=C(N1)C)CN(C2)C(=O)OC2CN(C2)C2=CC(=NC=C2)C(F)(F)F 1-(2-(Trifluoromethyl)pyridin-4-yl)azetidin-3-yl 4-(azetidin-1-yl)-2-methyl-5,7-dihydro-6H-pyrrolo[3,4-d]pyrimidine-6-carboxylate maleate